5-methyl-3-((1-((2-(trimethylsilyl)ethoxy)methyl)-1H-indazol-4-yl)methyl)-3,5-dihydro-4H-pyridazino[4,5-b]indol-4-one CN1C2=C(C=3C=CC=CC13)C=NN(C2=O)CC2=C1C=NN(C1=CC=C2)COCC[Si](C)(C)C